thioleate S1C(=CC=C1)C(=O)[O-]